(2,2-dimethylmorpholino)(3'-fluoro-4'-methyl-[1,1'-biphenyl]-3-yl)methanone CC1(OCCN(C1)C(=O)C=1C=C(C=CC1)C1=CC(=C(C=C1)C)F)C